CC(CC1=NOC(=C1)NC(C)=O)(C)C N-[3-(2,2-dimethylpropyl)-1,2-oxazol-5-yl]Acetamide